FC(C1=CC=CC(=N1)NC(=O)C=1C(=CC=2N(C1)C=C(N2)C2CCN(CC2)CC(=O)N2CCC(CC2)C2=C(C=C(C(=C2)F)C2C(NC(CC2)=O)=O)F)OC(C)C)F N-[6-(difluoromethyl)-2-pyridyl]-2-[1-[2-[4-[4-(2,6-dioxo-3-piperidyl)-2,5-difluoro-phenyl]-1-piperidyl]-2-oxo-ethyl]-4-piperidyl]-7-isopropoxy-imidazo[1,2-a]pyridine-6-carboxamide